(3-(tert-butoxycarbonyl)phenyl)boronic acid C(C)(C)(C)OC(=O)C=1C=C(C=CC1)B(O)O